C(C1=CC=CO1)SSCC1=CC=CO1 Di-furfuryl disulfide